FC1=CC=C(C=C1)N1C(C(=CC=C1CO)C(=O)O)=O 1-(4-fluorophenyl)-6-(hydroxymethyl)-2-oxo-1,2-dihydropyridine-3-carboxylic acid